C(C)(=O)C=1C=CC2=C([C@@H]([C@@H](C(O2)(C)C)O)NC(C2=CC(=C(C=C2)F)Cl)=O)C1 N-[(3S,4S)-6-Acetyl-3,4-dihydro-3-hydroxy-2,2-dimethyl-2H-1-benzopyran-4-yl]-3-chloro-4-fluoro-benzamide